N-Boc-L-pipecolic acid C(=O)(OC(C)(C)C)N1[C@@H](CCCC1)C(=O)O